1-(cyclopentylmethyl)-3-(3',5'-difluoro-[1,1'-biphenyl]-4-yl)piperidine C1(CCCC1)CN1CC(CCC1)C1=CC=C(C=C1)C1=CC(=CC(=C1)F)F